13H-benzo[de]pyrano[3',4':6,7]indolizino[1,2-b]quinoline-10,13-dione 2,2,2-trifluoroacetate FC(C(=O)O)(F)F.C1=CC=C2C3=C1C=1C(=NC3=CC=C2)C2=CC=3C(C(N2C1)=O)=COC(C3)=O